2-[4-[4-(2-hydroxyethoxy)-3,5-dibromophenyl]sulfonyl-2,6-dibromophenoxy]ethanol OCCOC1=C(C=C(C=C1Br)S(=O)(=O)C1=CC(=C(OCCO)C(=C1)Br)Br)Br